BrC=1C=C2SC3=NC(=CN3C2=CC1)C(=O)OCC Ethyl 10-bromo-7-thia-2,5-diazatricyclo[6.4.0.02,6]dodeca-1(12),3,5,8,10-pentaene-4-carboxylate